(4-amino-2-cyanophenyl)-N,N-dimethylpiperazine-1-carboxamide NC1=CC(=C(C=C1)C1N(CCNC1)C(=O)N(C)C)C#N